6,7,8-trichloro-N-methyl-N-[1-(3-pyrimidin-2-ylpyrazin-2-yl)ethyl]quinazolin-4-amine ClC=1C=C2C(=NC=NC2=C(C1Cl)Cl)N(C(C)C1=NC=CN=C1C1=NC=CC=N1)C